4-(prop-2-yn-1-yl)piperidin-4-ol hydrochloride Cl.C(C#C)C1(CCNCC1)O